(methyl)(1-methyl-1H-pyrazol-4-yl)-λ6-sulfanone C[SH2](=O)C=1C=NN(C1)C